ClC1=C(C=C2CCN(C2=C1)C1=NC=NC2=CC=C(C=C12)C=1C=C2C(=NC1)NN=C2)F 4-(6-chloro-5-fluoroindolin-1-yl)-6-(1H-pyrazolo[3,4-b]pyridin-5-yl)quinazoline